6-chloro-3-(2-methoxyphenyl)-1-((2-(trimethylsilyl)ethoxy)methyl)-1H-pyrrolo[2,3-b]pyridine ClC1=CC=C2C(=N1)N(C=C2C2=C(C=CC=C2)OC)COCC[Si](C)(C)C